tert-butyl ((cis)-3-hydroxycyclopentyl)carbamate O[C@H]1C[C@H](CC1)NC(OC(C)(C)C)=O